S1C=NC2=C1C=C(C=C2)C2=CC=NC(=N2)C 6-(1,3-benzothiazol-6-yl)-2-methylpyrimidin